O=C(C(=O)OCC(F)(F)F)N1[C@H](C[C@H](CC1)C)C1=CC=CC=C1 |r| 2,2,2-trifluoroethyl 2-oxo-2-[rac-(2R,4S)-4-methyl-2-phenyl-1-piperidyl]acetate